ClC=1C=C(C=C(C1O)C1=CC=CC=C1)C1(CCCCC1)C1=CC(=C(C(=C1)C1=CC=CC=C1)O)Cl 1,1-bis(3-chloro-5-phenyl-4-hydroxyphenyl)cyclohexane